5-FLUORO-N-(4-(1-(4-HYDROXY-1,1-DIOXIDO-TETRAHYDRO-2H-THIOPYRAN-4-CARBONYL)-1,2,3,6-TETRAHYDROPYRIDIN-4-YL)PHENYL)ISOINDOLINE-2-CARBOXAMIDE FC=1C=C2CN(CC2=CC1)C(=O)NC1=CC=C(C=C1)C=1CCN(CC1)C(=O)C1(CCS(CC1)(=O)=O)O